FC=1C=C(C=CC1OC=1C=NN(C1)C)CO (3-Fluoro-4-((1-methyl-1H-pyrazol-4-yl)oxy)phenyl)methanol